O=C1NC(CCC1N1C(C2=CC=CC(=C2C1)/N=N/C1=CC=C(OCC(=O)NCCCCCCNC(OC(C)(C)C)=O)C=C1)=O)=O tert-butyl (E)-(6-(2-(4-((2-(2,6-dioxopiperidin-3-yl)-1-oxoisoindolin-4-yl)diazenyl)phenoxy)acetamido)hexyl)carbamate